FC1=C(C=CC=C1C)C(C=O)CC1=NC(=CC=C1)OC 2-(2-fluoro-3-methylphenyl)-3-(6-methoxypyridin-2-yl)propanal